C(C)N1C(NC2=CC(=CC=C2C1=O)CN1CCC(CC1)N1N=CC(=C1)C(=O)NC)=O 1-(1-((3-ethyl-2,4-dioxo-1,2,3,4-tetrahydroquinazolin-7-yl)methyl)piperidin-4-yl)-N-methyl-1H-pyrazole-4-carboxamide